C(C)OC=1C=C(C=CC1OC)C(CS(=O)(=O)C)N1C(C=2C(C1=O)=CSC2NC(C)=O)=O N-[5-[1-(3-ethoxy-4-methoxyphenyl)-2-(methylsulfonyl)ethyl]-4,6-dioxo-5,6-dihydro-4H-thieno[3,4-c]pyrrol-1-yl]acetamide